CCCCCCCCCCCCCCCCCCCCC(=O)O[C@H](CO/C=C\CCCCCCCCCCCCCCCC)COP(=O)([O-])OCC[N+](C)(C)C 1-(1Z-octadecenyl)-2-heneicosanoyl-glycero-3-phosphocholine